N[C@H]1CN(CCC1)C=1N(C(N(C(C1)=O)CC=1C=C(C(=O)NCCC2=C(C=CC=C2)F)C=CC1)=O)CC#CC (R)-3-((4-(3-aminopiperidin-1-yl)-3-(but-2-yn-1-yl)-2,6-dioxo-3,6-dihydropyrimidin-1(2H)-yl)methyl)-N-(2-fluorophenylethyl)benzamide